C(C1=CC=CC=C1)OC(=O)N[C@H]1[C@H](CN(CC1)C(=O)OC(C)(C)C)COS(=O)(=O)C tert-butyl (3S,4R)-4-(((benzyloxy)carbonyl)amino)-3-(((methylsulfonyl)oxy)methyl)piperidine-1-carboxylate